Cl.N[C@@H](CO)C(=O)N L-serinamide hydrochloride